ClC=1C=C2C(=NC=NC2=CC1C1=NC(=CC2=CC=C(C=C12)F)N)N1CCNCC1 1-[6-chloro-4-(piperazin-1-yl)quinazolin-7-yl]-7-fluoroisoquinolin-3-amine